zinc (II) difluoromethanesulfinate FC(S(=O)[O-])F.[Zn+2].FC(S(=O)[O-])F